OP(O)(=O)OP(=O)(O)O.CC1=C(C(=CC=C1)C)C(O)(C(CO)(CO)CO)C1=C(C=CC=C1C)C bis(2,6-dimethylphenyl)pentaerythritol diphosphate